C(C1=CC=CC=C1)N1C[C@@H]([C@@H](CC1)CO)F (3r,4s)-(1-benzyl-3-fluoro-4-piperidyl)methanol